ethyl 4-ethoxy-2-methanesulfonylpyrimidine-5-carboxylate C(C)OC1=NC(=NC=C1C(=O)OCC)S(=O)(=O)C